4-chloro-2-(1,1-difluoroethyl)-5-methoxypyrimidine ClC1=NC(=NC=C1OC)C(C)(F)F